2-(((R)-1-((dimethylamino)methyl)-2,2-difluorocyclopropyl)methoxy)-4-((R)-2-methylAzepan-1-yl)-5,7-dihydro-6H-pyrrolo[3,4-d]Pyrimidine-6-carboxylic acid tert-butyl ester C(C)(C)(C)OC(=O)N1CC=2N=C(N=C(C2C1)N1[C@@H](CCCCC1)C)OC[C@]1(C(C1)(F)F)CN(C)C